(2-aminoethyl)-1-((3-hydroxycyclobutyl)methyl)pyridin-2(1H)-one NCCC=1C(N(C=CC1)CC1CC(C1)O)=O